CC(C)CCCC[C@@H]1[C@@H](O1)CCCCCCCCC=C (7R,8S)-cis-7,8-Epoxy-2-methyloctadec-17-ene